C(C)(=O)N1CCC2(CC(C(N2)=O)CC(C(C(=S2CCCC2)C#N)=O)NC([C@H](CC2=CC=CC=C2)NC(=O)C2=NC3=CC=CC=C3N=C2)=O)CC1 N-((2S)-1-((1-(8-acetyl-2-oxo-1,8-diazaspiro[4.5]decan-3-yl)-4-cyano-3-oxo-4-(tetrahydro-1λ4-thiophen-1-ylidene)butan-2-yl)amino)-1-oxo-3-phenylpropan-2-yl)quinoxaline-2-carboxamide